(2S)-2-{4-[5-chloro-2-(4-chloro-1H-1,2,3-triazol-1-yl)phenyl]-5-methoxy-2-oxopyridin-1(2H)-yl}-N-(2-methylquinolin-6-yl)butanamide ClC=1C=CC(=C(C1)C1=CC(N(C=C1OC)[C@H](C(=O)NC=1C=C2C=CC(=NC2=CC1)C)CC)=O)N1N=NC(=C1)Cl